P(=O)(O)(O)O.C(CCCCC(C)C)C(CCCCC)(P(CCCCCCCCCCCCCC)(CCCCCC)CCCCCC)CCCCCC(C)C diisooctyl-trihexyl-(tetradecyl)phosphine phosphate